(R)-N-((1S,2S)-2-(4-chlorophenyl)-2-((diphenylmethylene)amino)-1-(furan-2-yl)ethyl)-2-methylpropane-2-sulfinamide ClC1=CC=C(C=C1)[C@@H]([C@@H](C=1OC=CC1)N[S@](=O)C(C)(C)C)N=C(C1=CC=CC=C1)C1=CC=CC=C1